(E)-3-methoxy-1,3-dimethyl-urea CON(C(NC)=O)C